2-(5-(phenylethynyl)-1H-benzo[d]imidazol-2-yl)ethan-1-amine dihydrochloride Cl.Cl.C1(=CC=CC=C1)C#CC1=CC2=C(NC(=N2)CCN)C=C1